[Si](C)(C)(C(C)(C)C)OC[C@@H](COC1=NN(C(=C1[N+](=O)[O-])C)C=1C(=NC=C(C1)F)OC)C (R)-3-(3-(3-((tert-butyldimethylsilyl)oxy)-2-methylpropoxy)-5-methyl-4-nitro-1H-pyrazol-1-yl)-5-fluoro-2-methoxypyridine